cyclohexylmethylamine bromide salt [Br-].C1(CCCCC1)CN